5-(imidazo[1,2-a]pyrimidin-6-yl)-N-(cis-4-isopropoxycyclohexyl)-4-methoxypyrrolo[2,1-f][1,2,4]triazin-2-amine N=1C=CN2C1N=CC(=C2)C=2C=CN1N=C(N=C(C12)OC)N[C@@H]1CC[C@@H](CC1)OC(C)C